C(C)(C)(C)OC(=O)N1CC2=C(CC1)N(N=C2C(F)(F)F)C2=NC(=CC=C2C(C)=O)N2C=NC1=C2C=CC(=C1)NC=1N=NC(=CC1)C 1-[3-acetyl-6-[5-[(6-methylpyridazin-3-yl)amino]benzimidazol-1-yl]-2-pyridinyl]-3-(trifluoromethyl)-6,7-dihydro-4H-pyrazolo[4,3-c]pyridine-5-carboxylic acid tert-butyl ester